6-[4-[3-(1-methylpyrazol-3-yl)isoxazolidine-2-carbonyl]-1-piperidyl]pyrimidine-4-carbonitrile CN1N=C(C=C1)C1N(OCC1)C(=O)C1CCN(CC1)C1=CC(=NC=N1)C#N